NC1=C2N=CN(C2=NC=N1)C[C@@H](C)OCP(OCCCOCCCCCCCCCCC#C[Si](C)(C)CC(C)C)(O)=O 3-((12-(isobutyldimethylsilyl)dodec-11-yn-1-yl)oxy)propyl hydrogen ((((R)-1-(6-amino-9H-purin-9-yl)propan-2-yl)oxy)methyl)phosphonate